O.O.[N+](=O)([O-])C1=C(C(=C(C=C1)S(=O)(=O)[O-])[N+](=O)[O-])[N+](=O)[O-].[Na+] sodium trinitrobenzenesulfonate dihydrate